8-isopropyl-2-(trifluoromethyl)-4H-pyrido[1,2-a]pyrimidin-4-one C(C)(C)C1=CC=2N(C(C=C(N2)C(F)(F)F)=O)C=C1